2-(1-(cycloPropylsulfonyl)-1H-pyrazol-4-yl)pyrimidin-4-amine C1(CC1)S(=O)(=O)N1N=CC(=C1)C1=NC=CC(=N1)N